C(CCCCCCCC=CCCCCCCCC)OP(OCCCCCCCCC=CCCCCCCCC)=O phosphonic acid di-9-octadecen-1-yl ester